P(O)(O)N.N1C(=O)NC(=O)C(C)=C1 thymine-phosphoramidite